N-((3S,4R)-3-fluoro-1-methylpiperidin-4-yl)-2-(3-((2-methoxy-4-(methylsulfonyl)phenyl)amino)prop-1-yn-1-yl)-3-(1,2,2-trifluorovinyl)imidazo[1,2-a]pyridin-8-amine F[C@H]1CN(CC[C@H]1NC=1C=2N(C=CC1)C(=C(N2)C#CCNC2=C(C=C(C=C2)S(=O)(=O)C)OC)C(=C(F)F)F)C